CC=1N=C(SC1)NC(/C=C/C(=O)N(CC)CC)=O (E)-But-2-enedioic acid diethyl-amide (4-methyl-thiazol-2-yl)-amide